(R)-2-(3-((tert-Butyldiphenylsilyl)oxy)-2-methylpropyl)-6-(4-chlorophenyl)-8-(1-methyl-1H-pyrazol-4-yl)-[1,2,4]triazolo[1,5-a]pyrazine [Si](C1=CC=CC=C1)(C1=CC=CC=C1)(C(C)(C)C)OC[C@@H](CC1=NN2C(C(=NC(=C2)C2=CC=C(C=C2)Cl)C=2C=NN(C2)C)=N1)C